ClC1=C(C=C2C=NN(C2=C1)CC1(CC1)F)\N=C\1/NC(N(C(N1CC1=C(C=C(C(=C1)F)F)F)=O)CC1=NN(C=N1)C)=O (E)-6-((6-chloro-1-((1-fluorocyclopropyl)methyl)-1H-indazol-5-yl)imino)-3-((1-methyl-1H-1,2,4-triazol-3-yl)methyl)-1-(2,4,5-trifluorobenzyl)-1,3,5-triazine-2,4-dione